N1(C=NC2=C1C=CC=C2)C2=CC(=C(C(=O)N([C@H]1CNCCC1)C1=NC=CC3=C1C=C(S3)C)C=C2)F (R)-4-(1H-benzo[d]imidazol-1-yl)-2-fluoro-N-(2-methylthieno[3,2-c]pyridin-4-yl)-N-(piperidin-3-yl)benzamide